ClC=1C=C(C=CC1OC)NC(NC1=CC=CC=C1)=O 3-(3-chloro-4-methoxyphenyl)-1-phenylurea